C(C=C)(=O)N1C(CC(CC1)N1C=NC=2C(=NC=3C(=C(C(=CC3C21)Cl)C2=C1CCCC1=CC=C2)F)OCC2N(CCC2)C)CC#N 2-(1-acryloyl-4-(8-chloro-7-(2,3-dihydro-1H-inden-4-yl)-6-fluoro-4-((1-methylpyrrolidin-2-yl)methoxy)-1H-imidazo[4,5-c]quinolin-1-yl)piperidin-2-yl)acetonitrile